2-isopropyl-6-(1-(methylthio)ethyl)phenol C(C)(C)C1=C(C(=CC=C1)C(C)SC)O